NC1CCN(CC1)CP(OC1CCCC1)(OC1CCCC1)=O dicyclopentyl ((4-aminopiperidin-1-yl)methyl)phosphonate